4,4'-bi-1,3-benzodioxane O1COC(C2=C1C=CC=C2)C2OCOC1=C2C=CC=C1